(2-methyl-4-(6-(oxetan-3-yl)pyrrolo[2,1-f][1,2,4]triazin-4-yl)phenyl)methanamine trifluoroacetate FC(C(=O)O)(F)F.CC1=C(C=CC(=C1)C1=NC=NN2C1=CC(=C2)C2COC2)CN